N-lauryl-β-aminopropionic acid C(CCCCCCCCCCC)NCCC(=O)O